9,9-bis(4-hydroxyphenyl)-4,5-bis(1-naphthyl)fluorene OC1=CC=C(C=C1)C1(C2=CC=CC(=C2C=2C(=CC=CC12)C1=CC=CC2=CC=CC=C12)C1=CC=CC2=CC=CC=C12)C1=CC=C(C=C1)O